C(C1=CC=CC=C1)[C@@H]1CC2(CN(C2)C(=O)C2CC(C2)(C)O)CC1 |r| (rac)-(6-benzyl-2-azaspiro[3.4]oct-2-yl)((1s,3s)-3-hydroxy-3-methylcyclobutyl)methanone